4-methyltetrahydro-2H-pyran-4-yl (4S,7R)-4-(3-hydroxyphenyl)-7-(2-methoxyphenyl)-2-methyl-5-oxo-1,4,5,6,7,8-hexahydroquinoline-3-carboxylate OC=1C=C(C=CC1)[C@@H]1C(=C(NC=2C[C@H](CC(C12)=O)C1=C(C=CC=C1)OC)C)C(=O)OC1(CCOCC1)C